ClC1=C(C=CC=2N=C(SC21)C)C2=CNC1=C2C=2N(C(=N1)N1[C@H]3CC(C[C@@H]1CC3)N)C=CN2 (1r,3r,5s)-8-(9-(7-chloro-2-methylbenzo[d]thiazol-6-yl)-7H-imidazo[1,2-c]pyrrolo[3,2-e]pyrimidin-5-yl)-8-azabicyclo[3.2.1]octan-3-amine